(S)-2-(2,4-difluorobenzyl)butan-1-amine FC1=C(C[C@@H](CN)CC)C=CC(=C1)F